2-chloro-N-[2,6-difluoro-4-(2-phenylethynyl)phenyl]-5-methoxy-benzenesulfonamide ClC1=C(C=C(C=C1)OC)S(=O)(=O)NC1=C(C=C(C=C1F)C#CC1=CC=CC=C1)F